CC1=CC=C(C=C(C#N)C#N)C=C1 2-(4-methylbenzylidene)-malononitrile